tert-butyl (1R,2S,5S)-3-[(2S)-3,3-dimethyl-2-[[5-(trifluoromethyl)pyrazin-2-yl]amino]butanoyl]-6,6-dimethyl-3-azabicyclo[3.1.0]hexane-2-carboxylate CC([C@@H](C(=O)N1[C@@H]([C@H]2C([C@H]2C1)(C)C)C(=O)OC(C)(C)C)NC1=NC=C(N=C1)C(F)(F)F)(C)C